fmoc-octanediol C(=O)(OCC1C2=CC=CC=C2C2=CC=CC=C12)C(CCCCCCC)(O)O